4-bromo-2-methylbenzo[b]thiophene BrC1=CC=CC=2SC(=CC21)C